6-benzyl-2-(tert-butyl)-6,7-dihydro-4H-pyrazolo[1,5-a]pyrrolo[3,4-d]pyrimidine-5,8-dione C(C1=CC=CC=C1)N1C(C=2NC=3N(C(C2C1)=O)N=C(C3)C(C)(C)C)=O